CC1=NCCCN1C 2,3-Di-methyl-3,4,5,6-tetrahydro-pyrimidin